NC1=C(C=CC=C1)NC(CCCCOC1=C(C=CC(=C1)\C=C/C1=CC(=C(C(=C1)OC)OC)OC)OC)=O (Z)-N-(2-aminophenyl)-5-(2-methoxy-5-(3,4,5-trimethoxystyryl)phenoxy)pentanamide